2-(4-cyclopropyl-6-methoxypyrimidin-5-yl)-9-(4-(1-isopropyl-4-(trifluoromethyl)-1H-imidazol-2-yl)benzyl)-8-(1-((2-(trimethylsilyl)ethoxy)methyl)-1H-pyrazol-3-yl)-9H-purine C1(CC1)C1=NC=NC(=C1C1=NC=C2N=C(N(C2=N1)CC1=CC=C(C=C1)C=1N(C=C(N1)C(F)(F)F)C(C)C)C1=NN(C=C1)COCC[Si](C)(C)C)OC